ClC1=C(C=O)C=CC(=C1)OCOC 2-chloro-4-(methoxymethoxy)benzaldehyde